C(C)(C)(C)SC1=CC=C(O1)C(=O)O 5-tert-butylsulfanylfuran-2-carboxylic acid